3,4,5-tribenzyloxybenzoyl chloride C(C1=CC=CC=C1)OC=1C=C(C(=O)Cl)C=C(C1OCC1=CC=CC=C1)OCC1=CC=CC=C1